S1C=NC2=C1C=CC(=C2)C=2C=1N(C(=NC2C2=CC=C(C#N)C=C2)N2CCC(CC2)N(C)C)C=CN1 4-{8-(1,3-benzothiazol-5-yl)-5-[4-(dimethylamino)piperidin-1-yl]imidazo[1,2-c]pyrimidin-7-yl}benzonitrile